FCN1N=CC=C1C1=CC=C2C(=CC=NC2=C1)OC1=CC=C(C=C1)NC(=O)C1(CC1)C(=O)NC1=CC=C(C=C1)F 1-N-[4-[7-[2-(fluoromethyl)pyrazol-3-yl]quinolin-4-yl]oxyphenyl]-1-N'-(4-fluorophenyl)cyclopropane-1,1-dicarboxamide